ethyl 2-chloro-4-((4-methoxybenzyl) amino)-6-methylpyrimidine-5-carboxylate ClC1=NC(=C(C(=N1)NCC1=CC=C(C=C1)OC)C(=O)OCC)C